CN1N=C(C=C1OB(O)O)C(F)(F)F (1-methyl-3-(trifluoromethyl)-1H-pyrazol-5-yl)boric acid